((3R,5S)-1-propenoyl-5-methylpyrrolidin-3-yl)-4-amino-N-(2-(2-fluorophenyl)propan-2-yl)-6-(3-methylbut-1-yn-1-yl)-7H-pyrrolo[2,3-d]pyrimidine-5-carboxamide C(C=C)(=O)N1C[C@@H](C[C@@H]1C)C=1N=C(C2=C(N1)NC(=C2C(=O)NC(C)(C)C2=C(C=CC=C2)F)C#CC(C)C)N